C(C)(C)(C)C1(C=C(C(=O)OCC(C)C)C(=O)OCC(C)C)CC=CC=C1 diisobutyl (1-t-butylbenzylidene)malonate